N-(9-fluorenylmethoxycarbonyl)-diphenylalanine C1=CC=CC=2C3=CC=CC=C3C(C12)COC(=O)N[C@@H](C(C1=CC=CC=C1)C1=CC=CC=C1)C(=O)O